C(=O)(OCC1C2=CC=CC=C2C2=CC=CC=C12)C1CCN(CC1)NC(=O)NCCOCCOCC(=O)O 2-[2-[2-(4-Fmoc-piperidylcarbamoylamino)ethoxy]ethoxy]acetic acid